tert-butyl 4-[2-[2-[2-(3-nitrophenoxy)ethoxy]ethoxy]ethoxy]piperidine-1-carboxylate [N+](=O)([O-])C=1C=C(OCCOCCOCCOC2CCN(CC2)C(=O)OC(C)(C)C)C=CC1